1-(6-isopropylpyridin-3-yl)ethan-1-one C(C)(C)C1=CC=C(C=N1)C(C)=O